F[C@H]1CN(C[C@@H]1NC1=NC(=CC=C1)C1=CN=C2N1C=C(N=C2)OCC(F)(F)F)C(=O)OC(C)(C)C tert-butyl (3S,4S)-3-fluoro-4-[[6-[6-(2,2,2-trifluoroethoxy)imidazo[1,2-a]pyrazin-3-yl]-2-pyridyl]amino]pyrrolidine-1-carboxylate